[Re]N[C@@H](CCCCN)C(=O)O rHeniolysin